tert-Butyl ((1S,2S,4S)-2-isocyanato-4-(3-(trifluoromethyl)phenyl)cyclohexyl)carbamate N(=C=O)[C@@H]1[C@H](CC[C@@H](C1)C1=CC(=CC=C1)C(F)(F)F)NC(OC(C)(C)C)=O